C(C)(=O)O[C@]1(C[C@H](CC1)C(C)C)CCC=O |r| (1SR,3SR)-3-isopropyl-1-(3-oxopropyl)cyclopentyl acetate